(S)-7-(2-(4-(1-methylpiperidin-4-yl)piperazin-1-yl)pyrimidin-5-yl)-4-phenyl-3,4-dihydro-1H-benzo[4,5]imidazo[2,1-c][1,4]oxazine CN1CCC(CC1)N1CCN(CC1)C1=NC=C(C=N1)C1=CC2=C(N=C3COC[C@@H](N32)C3=CC=CC=C3)C=C1